2-(((3S,8S,9S,10R,13R,14S,17R)-10,13-Dimethyl-17-((R)-6-methylheptan-2-yl)-2,3,4,7,8,9,10,11,12,13,14,15,16,17-tetradecahydro-1H-cyclopenta[a]phenanthren-3-yl)disulfaneyl)pyridine C[C@]12[C@H]3CC[C@@]4([C@H](CC[C@H]4[C@@H]3CC=C2C[C@H](CC1)SSC1=NC=CC=C1)[C@H](C)CCCC(C)C)C